CC(C)(C)[O-] tert-Butoxid